5-hydroxy-1,4-naphthalenedicarboxylic acid OC1=C2C(=CC=C(C2=CC=C1)C(=O)O)C(=O)O